CN1N=C(C=C1C)NC1=NC=C(C(=N1)C1=CNC2=C(C=CC=C12)N1C(C2=CC=CC(=C2C1)C1=NC=CC(=C1)N1CCN(CC1)C)=O)C 2-(3-(2-((1,5-dimethyl-1H-pyrazol-3-yl)amino)-5-methylpyrimidin-4-yl)-1H-indol-7-yl)-4-(4-(4-methylpiperazin-1-yl)pyridin-2-yl)isoindolin-1-one